C1(CC2C(CC1)O2)CC2(CC1C(CC2)O1)C(=O)O.C1(CC2C(CC1)O2)C(=O)OCC2CC1C(CC2)O1 3,4-epoxycyclohexylmethyl 3,4-epoxycyclohexanecarboxylate (3,4-epoxycyclohexylmethyl 3,4-epoxycyclohexanecarboxylate)